FCC[NH3+] monofluoroethylammonium